ClC1=CC=C(C=N1)N(C(=O)N1CC(CC1=O)C(=O)N)CC1=C(C=C(C=C1)Cl)Cl N1-(6-chloropyridin-3-yl)-N-(2,4-dichlorobenzyl)-5-oxopyrrolidine-1,3-dicarboxamide